2-chloro-6-methylquinoline-3-aldoxime ClC1=NC2=CC=C(C=C2C=C1C=NO)C